2-phenyl-5-(4-methylphenyl)oxazole C1(=CC=CC=C1)C=1OC(=CN1)C1=CC=C(C=C1)C